N1(CCCCC1)C1OC2(CC1)CCNCC2 (piperidin-1-yl)-1-oxa-8-azaspiro[4.5]decane